Methyl 2-((4-fluoro-2-(5-hydroxypentyl)phenyl)amino)-5-(trifluoromethyl)-nicotinate FC1=CC(=C(C=C1)NC1=C(C(=O)OC)C=C(C=N1)C(F)(F)F)CCCCCO